P(=O)(O)(OP(=O)(O)OP(=O)(O)O)CC1=CC=C(C=C1)C(C)=O 1-(4-(triphosphomethyl)phenyl)ethan-1-one